NC1=C(C=CC(=C1F)F)NC(=O)C1=NON=C1C N-(2-amino-3,4-difluorophenyl)-4-methyl-1,2,5-oxadiazole-3-carboxamide